3-amino-N-(4-cyanophenyl)-4-(piperidin-1-yl)benzamide NC=1C=C(C(=O)NC2=CC=C(C=C2)C#N)C=CC1N1CCCCC1